NC=1C=NN(C1C(=O)OC)CC(F)(F)F methyl 4-amino-1-(2,2,2-trifluoroethyl)-1H-pyrazole-5-carboxylate